C1(CCC1)CNC1CN(CCC1)C=1SC(=NN1)CN1N=NC(=C1)C1=C2C=NNC2=CC(=C1)OC N-(cyclobutylmethyl)-1-[5-[[4-(6-methoxy-1H-indazol-4-yl)triazol-1-yl]methyl]-1,3,4-thiadiazol-2-yl]piperidin-3-amine